C1(CC1)C1(C(N(C=2N(C1O)N=C(C2)C(=O)N)CC(C(F)(F)F)(C)C)=O)C(=O)N 6-Cyclopropyl-7-hydroxy-5-oxo-4-(3,3,3-trifluoro-2,2-dimethylpropyl)-4,5-dihydropyrazolo[1,5-a]pyrimidine-2,6-dicarboxamide